5-(3-methylimidazo[1,2-a]pyrimidin-6-yl)-N-(cis-4-(4-methylpiperazin-1-yl)cyclohexyl)pyrrolo[2,1-f][1,2,4]triazin-2-amine CC1=CN=C2N1C=C(C=N2)C=2C=CN1N=C(N=CC12)N[C@@H]1CC[C@@H](CC1)N1CCN(CC1)C